N-(2-chloroethyl)-imidazole hydrochloride Cl.ClCCN1C=NC=C1